C1(C(C(C2=CC=CC=C12)=O)=O)=O indene-trione